methyl-N-(1-methyltetrazol-5-yl)quinoxalin-2-amine CC=1C(=NC2=CC=CC=C2N1)NC1=NN=NN1C